COC1=CC=C2C=CN=C(C2=C1OC)N 7,8-dimethoxy-isoquinolin-1-amine